CN(C1CC2(CN(C2)C(=O)C2=NC=CN=C2)C1)C=1C2=C(N=CN1)NC=C2 (6-(methyl(7H-pyrrolo[2,3-d]pyrimidin-4-yl)amino)-2-azaspiro[3.3]heptan-2-yl)(pyrazin-2-yl)methanone